C1(=CC=CC1)CCN 2-(cyclopent-1,3-dien-1-yl)ethan-1-amine